COC1=CC=C(CCNC2=NC=C(C=N2)C(=O)NN)C=C1 2-((4-methoxyphenethyl)amino)pyrimidine-5-carbohydrazide